2-(4-(dimethylamino)bicyclo[2.2.2]oct-1-yl)-2,4,9-trimethyl-6-((6-methyl-2-oxo-4-propyl-1,2-dihydropyridin-3-yl)methyl)-7,8-dihydro[1,3]dioxolo[4,5-g]isoquinolin-5(6H)-one CN(C12CCC(CC1)(CC2)C2(OC=1C(=C(C=3CCN(C(C3C1C)=O)CC=1C(NC(=CC1CCC)C)=O)C)O2)C)C